C(#N)C=1C=C2C(=NC1)[C@@H](CO2)NC(CN2C(NC1=CC=C(C(=C1C2=O)C)F)=O)=O (S)-N-(6-cyano-2,3-dihydrofuro[3,2-b]pyridin-3-yl)-2-(6-fluoro-5-methyl-2,4-dioxo-1,4-dihydroquinazolin-3(2H)-yl)acetamide